tert-butyl 5-methoxy-4-(((2R)-2-(4-(methoxycarbonyl)-3-(2-oxopyrrolidin-1-yl)phenyl)-4-(3,3,3-trifluoropropyl)piperazin-1-yl)methyl)-7-methylindole-1-carboxylate COC=1C(=C2C=CN(C2=C(C1)C)C(=O)OC(C)(C)C)CN1[C@@H](CN(CC1)CCC(F)(F)F)C1=CC(=C(C=C1)C(=O)OC)N1C(CCC1)=O